C(C)(C)(C)OC(=O)N1C[C@H](NCC1)C(F)(F)F.C(C1=CC=CC=C1)OCC1C=CC=C1 5-(benzyloxymethyl)cyclopentadiene tert-butyl-(3S)-3-(trifluoromethyl)piperazine-1-carboxylate